FC=1C=C(C=CC1O)N1CCN(CC1)C(=O)OC(C)(C)C tert-butyl 4-(3-fluoro-4-hydroxyphenyl)piperazine-1-carboxylate